4-(tert-butyl)-2-(2-(methyl-d3)propan-2-yl-1,1,1,3,3,3-d6)-5-nitrophenyl methyl carbonate C(OC1=C(C=C(C(=C1)[N+](=O)[O-])C(C)(C)C)C(C([2H])([2H])[2H])(C([2H])([2H])[2H])C([2H])([2H])[2H])(OC)=O